N=1N=CN2C1CN(CC2)C(=O)C=2C(=C1C3=C(C(OC1=CC2CCCCC)(C)C)C=CC(=C3)C)O (5,6-dihydro-[1,2,4]triazolo[4,3-a]pyrazin-7(8H)-yl)(1-hydroxy-6,6,9-trimethyl-3-pentyl-6H-benzo[c]chromen-2-yl)methanone